FC(OC1=CC(=C(C=C1F)C1=CC(=C(N1C)C)C(=O)OCC)C(=O)N1CC2=CC=CC=C2C[C@H]1CN1CCOCC1)F Ethyl (S)-5-(4-(difluoromethoxy)-5-fluoro-2-(3-(morpholinomethyl)-1,2,3,4-tetrahydroisoquinoline-2-carbonyl)phenyl)-1,2-dimethyl-1H-pyrrole-3-carboxylate